C1(=CCCCCC1)C1=NN2C(N(C(=C(C2=O)N2CCN(CC2)CC2=C(C=NC=C2)O)CC)CC(=O)NC2=C(C=C(C=C2)C(F)(F)F)C)=N1 2-(2-(cyclohepta-1-en-1-yl)-5-ethyl-6-(4-(3-hydroxyisonicotinyl)piperazin-1-yl)-7-oxo-[1,2,4]triazolo[1,5-a]pyrimidin-4(7H)-yl)-N-(2-methyl-4-(trifluoromethyl)phenyl)acetamide